(2-(1H-indol-3-yl)ethyl)-5-(3-fluorophenyl)thiazolo[5,4-d]pyrimidin-7-amine N1C=C(C2=CC=CC=C12)CCC=1SC=2N=C(N=C(C2N1)N)C1=CC(=CC=C1)F